COC(=O)C=1C=CC2=C(N(C(=N2)CC2CC=C(CC2)C2=NC(=NC=C2F)O)C[C@H]2OCC2)C1 ((4-(5-fluoro-2-hydroxypyrimidin-4-yl)cyclohex-3-en-1-yl)methyl)-1-(((S)-oxetan-2-yl)methyl)-1H-benzo[d]imidazole-6-carboxylic acid methyl ester